(R)-4-Chloro-N-(1-oxo-1-((4-(5-oxo-4,5-dihydro-1,2,4-oxadiazol-3-yl)phenyl)amino)propan-2-yl)benzamide ClC1=CC=C(C(=O)N[C@@H](C(NC2=CC=C(C=C2)C2=NOC(N2)=O)=O)C)C=C1